Ethyl-(R)-2-(4-fluorophenyl)-3-oxo-2,3-dihydro-1H-benzol C(C)[C@H]1C(C(CC=C1)=O)C1=CC=C(C=C1)F